(1-(4-fluorophenyl)-4-(5-nitrothiophene-2-carboxamido)-1H-pyrazolo[3,4-d]pyrimidin-6-yl)-L-proline methyl ester COC([C@H]1N(CCC1)C1=NC(=C2C(=N1)N(N=C2)C2=CC=C(C=C2)F)NC(=O)C=2SC(=CC2)[N+](=O)[O-])=O